FC1=C(C=CC(=C1)F)CN1CC2(C1)CNC2 2-[(2,4-difluorophenyl)meth-yl]-2,6-diazaspiro[3.3]heptane